N-(4-aminobutyl)-4-(((3R,4R)-1-(2-cyanoacetyl)-4-methylpiperidin-3-yl)(methyl)amino)-7H-pyrrolo[2,3-d]pyrimidine-7-thioamide hydrochloride Cl.NCCCCNC(=S)N1C=CC2=C1N=CN=C2N(C)[C@H]2CN(CC[C@H]2C)C(CC#N)=O